N1(CCN(CCCN(CCC1)CC=1C(=C(C=C(C1)C)NC(C(CO)O)=O)O)CC=1C(=C(C=C(C1)C)NC(C(CO)O)=O)O)CC=1C(=C(C=C(C1)C)NC(C(CO)O)=O)O N,N',N''-{1,4,8-triazacycloundecane-1,4,8-triyltris[methylene(2-hydroxy-5-methyl-3,1-phenylene)]}tris(2,3-dihydroxypropanamide)